N1(CCC1)C1=NC(=NC(=C1O)C)OC1CCC1 Azetidin-1-yl-2-cyclobutanoxy-6-methylpyrimidin-5-ol